C(C1=NC=CC(=C1)C1=CC(=C(C=C1)O)OC)C1=NC=CC(=C1)C1=CC(=C(C=C1)O)OC 4,4'-(methylenebis(pyridine-2,4-diyl))bis(2-methoxyphenol)